ClC1=CC=C(C=C1)C=1C=C(C=C2C(=C(N3C(C12)=NC=N3)C(=O)OC)O)F Methyl 10-(4-chlorophenyl)-8-fluoro-6-hydroxy-[1,2,4]triazolo[5,1-a]isoquinoline-5-carboxylate